3H-oxazolo[3,4-a]pyrazine-7(1H)-carboxamide C1OCN2C1=CN(C=C2)C(=O)N